Cl[C@H]1[C@@H]2N(CCCO[C@H]12)C=1C2=C(N=C(N1)OC([2H])([2H])[C@]13CCCN3C[C@@H](C1)F)C(=C(N=C2)Cl)F (1S,7R,8S)-8-chloro-6-(7-chloro-8-fluoro-2-(((2R,7aS)-2-fluorotetrahydro-1H-pyrrolizin-7a(5H)-yl)methoxy-d2)pyrido[4,3-d]pyrimidin-4-yl)-2-oxa-6-azabicyclo[5.1.0]octane